1-(4-nitrophenyl)-2-tetrahydropyrrolidone [N+](=O)([O-])C1=CC=C(C=C1)N1[CH-]C(CC1)=O